C(C)N(C1=CC=C2C(=CC(OC2=C1)=O)C(C(C)C)O)CC 7-(diethylamino)-4-(1-hydroxy-2-methylpropyl)-2H-chromen-2-one